N-cyclopropyl-2-(difluoromethoxy)-4-[7-[[(2R)-1,4-dioxan-2-yl]methoxy]imidazo[1,2-a]pyridin-3-yl]-6-methoxy-benzamide C1(CC1)NC(C1=C(C=C(C=C1OC)C1=CN=C2N1C=CC(=C2)OC[C@@H]2OCCOC2)OC(F)F)=O